FC(COC1=CC(=C(C=C1)[C@H]1CC(N1C1=CC=2N(C=C1)C=CN2)=O)F)(C)F (R)-4-(4-(2,2-difluoropropoxy)-2-fluorophenyl)-1-(4H-imidazolo[1,2-a]pyridin-7-yl)azetidin-2-one